CN([C@H]1CN(CC1)C=1OC2=C(N1)C=CC(=C2)N2C=C(C(C=C2C2=CC=C(C=C2)N2CCCC2)=O)C(=O)O)C (R)-1-(2-(3-(dimethylamino)pyrrolidin-1-yl)benzo[d]oxazol-6-yl)-4-oxo-6-(4-(pyrrolidin-1-yl)phenyl)-1,4-dihydropyridine-3-carboxylic acid